1-(5-hydroxy-2-(5-(p-tolyl)-1H-imidazol-2-yl)piperidin-1-yl)-2-methylbutan-1-one OC1CCC(N(C1)C(C(CC)C)=O)C=1NC(=CN1)C1=CC=C(C=C1)C